rac-(4-((3-(difluoromethoxy)-5-(trifluoromethyl)pyridin-2-yl)amino)-8-fluoroisochroman-4-yl)methanol FC(OC=1C(=NC=C(C1)C(F)(F)F)N[C@@]1(COCC2=C(C=CC=C12)F)CO)F |r|